CN(CC(CNC1=C2C(=NC(=N1)C1=CC=C(C=C1)NS(=O)(=O)C1=NC=CC(=C1)C(F)(F)F)NN=C2C)(F)F)C N-[4-(4-{[3-(dimethylamino)-2,2-difluoropropyl]amino}-3-methyl-1H-pyrazolo[3,4-d]pyrimidin-6-yl)phenyl]-4-(trifluoromethyl)pyridine-2-sulfonamide